(R)-2-(1-(6-(5-(((5-cyclopropyl-1,2,4-triazin-3-yl)amino)methyl)-1-methyl-1H-1,2,3-triazol-4-yl)-2-ethylpyridin-3-yl)-5,5-difluoropiperidin-3-yl)acetic acid C1(CC1)C=1N=C(N=NC1)NCC1=C(N=NN1C)C1=CC=C(C(=N1)CC)N1C[C@@H](CC(C1)(F)F)CC(=O)O